NCC(CN1N=CN(C1=O)C1=CC(=NC=C1)C=1C=C2CCC(NC2=C(C1)C)=O)=C(F)F 6-[4-[1-[2-(aminomethyl)-3,3-difluoro-allyl]-5-oxo-1,2,4-triazol-4-yl]-2-pyridyl]-8-methyl-3,4-dihydro-1H-quinolin-2-one